4-[2-amino-5-(4-methylsulfonyl-phenyl)-3-pyridyl]-2-methoxy-phenol NC1=NC=C(C=C1C1=CC(=C(C=C1)O)OC)C1=CC=C(C=C1)S(=O)(=O)C